3-hydroxy-5,6,7,8-tetrahydronaphthalene-2-carbaldehyde OC=1C(=CC=2CCCCC2C1)C=O